methyl (S,E)-(1-((1-((5,6-difluoro-7-isopropoxy-1H-benzo[d]imidazol-2-yl)methyl)-2-oxo-1,2-dihydropyridin-3-yl)amino)-7-(dimethylamino)-1,7-dioxohept-5-en-2-yl)carbamate FC1=CC2=C(NC(=N2)CN2C(C(=CC=C2)NC([C@H](CC\C=C\C(=O)N(C)C)NC(OC)=O)=O)=O)C(=C1F)OC(C)C